C(C1=CC=CC=C1)OC(=O)N1C(CC(C1)F)C(=O)O benzyl-oxycarbonyl-4-fluoro-pyrrolidine-2-carboxylic acid